COC(\C=C\C1=CC=C2C(=NNC2=C1)C)=O (2E)-3-(3-methyl-1H-indazol-6-yl)prop-2-enoic acid methyl ester